4-(3-fluoro-1H-indazol-5-yl)-N-(2-fluorobenzyl)-5-(6-methylpyridin-2-yl)-1H-imidazol-2-amine FC1=NNC2=CC=C(C=C12)C=1N=C(NC1C1=NC(=CC=C1)C)NCC1=C(C=CC=C1)F